(1R,2S)-1-(2-cyanophenyl)-1-(1-(trifluoromethyl)-1H-pyrazol-4-yl)propan C(#N)C1=C(C=CC=C1)[C@@H](CC)C=1C=NN(C1)C(F)(F)F